vinyltris(trimethylsiloxy)silane methyl-3-((1-(6-((tert-butoxycarbonyl)amino)hexan-2-yl)-7-(dimethylcarbamoyl)-1H-benzo[d]imidazol-2-yl)carbamoyl)benzoate COC(C1=CC(=CC=C1)C(NC1=NC2=C(N1C(C)CCCCNC(=O)OC(C)(C)C)C(=CC=C2)C(N(C)C)=O)=O)=O.C(=C)[Si](O[Si](C)(C)C)(O[Si](C)(C)C)O[Si](C)(C)C